ClC=1C=CC=2N=CN=C(C2N1)C(F)(F)F 6-chloro-4-(trifluoromethyl)pyrido[3,2-d]pyrimidine